ClC1=C(C(=C(C=C1OC)OC)Cl)C=1N=C(C2=C(N1)C=NC(=C2)N[C@H]2[C@H](COC2)NC(C=C)=O)N2CC1(CCOC1)CC2 N-((3R,4S)-4-((2-(2,6-dichloro-3,5-dimethoxyphenyl)-4-(2-oxa-7-azaspiro[4.4]nonan-7-yl)pyrido[3,4-d]pyrimidin-6-yl)amino)tetrahydrofuran-3-yl)acrylamide